(S)-2-fluoropropionic acid F[C@H](C(=O)O)C